(R)-4-(3-(3-cyclopropylphenethyl)-3-(dimethylamino)piperidin-1-yl)-2,6-difluoro-N-(pyrimidin-4-yl)benzenesulfonamide C1(CC1)C=1C=C(CC[C@@]2(CN(CCC2)C2=CC(=C(C(=C2)F)S(=O)(=O)NC2=NC=NC=C2)F)N(C)C)C=CC1